1-[(6-{3-Azabicyclo[3.1.0]hex-3-yl}-2-methylpyridin-3-yl)methyl]-3-chloro-N-[(6R)-3-methyl-1H,4H,5H,6H-cyclopenta[c]pyrazol-6-yl]-1H-pyrazole-4-carboxamide C12CN(CC2C1)C1=CC=C(C(=N1)C)CN1N=C(C(=C1)C(=O)N[C@@H]1CCC2=C1NN=C2C)Cl